SCC(=O)OCC(CS)S 2,3-dimercapto-1-propanol (2-mercaptoacetate)